ClC=1C2=C(N=CN1)CCN(C2)CC2CCC2 4-chloro-6-(cyclobutylmethyl)-5,6,7,8-tetrahydropyrido[4,3-d]pyrimidine